C1(CC1)C=1C=C(C=CC1)C1CC2(CN(C2)C(=O)C2CC(C2)(C)O)C1 (6-(3-Cyclopropylphenyl)-2-azaspiro[3.3]heptan-2-yl)((1s,3s)-3-hydroxy-3-methylcyclobutyl)methanone